C(C)(C)(C)C1N(CCC(C1)C(CC(=O)C=1C(=NC=CC1)C)=O)C(=O)OCCCCCCO 1,6-Hexanediol tert-Butyl-4-(3-(2-methylpyridin-3-yl)-3-oxopropanoyl)piperidine-1-carboxylate